OCCOC1=C(C(=NC=C1)NC1=CC=C(C=C1)C(F)(F)F)C1=NOC(N1)=O 3-[4-(2-hydroxyethoxy)-2-[4-(trifluoromethyl)anilino]-3-pyridyl]-4H-1,2,4-oxadiazol-5-one